N-(3,4-dichlorophenyl)-7-oxabicyclo[2.2.1]hept-2-ene-2-carboxamide ClC=1C=C(C=CC1Cl)NC(=O)C=1C2CCC(C1)O2